9,9-bis[4-(3-aminophenoxy)phenyl]fluorene NC=1C=C(OC2=CC=C(C=C2)C2(C3=CC=CC=C3C=3C=CC=CC23)C2=CC=C(C=C2)OC2=CC(=CC=C2)N)C=CC1